trans-4-decenoate C(CC\C=C\CCCCC)(=O)[O-]